COC(C1=C(C=C(C=C1)N1CCN(CC1)C\C(=C(\CC(C)C)/C1=CC=C(C=C1)Cl)\C)OC=1C=C2C(=NC1)NC=C2)=O (Z)-2-((1H-pyrrolo[2,3-b]pyridin-5-yl)oxy)-4-(4-(3-(4-chlorophenyl)-2,5-dimethylhex-2-en-1-yl)piperazin-1-yl)benzoic acid methyl ester